ClC1=CC=C(C=C1)[C@H](CC1=NOC(=N1)CN1C(NC=C(C1=O)CC)=O)O (S)-3-((3-(2-(4-chlorophenyl)-2-hydroxyethyl)-1,2,4-oxadiazol-5-yl)methyl)-5-ethylpyrimidine-2,4(1H,3H)-dione